N-(2'-(4,4-difluorocyclohexyl)-3-fluoro-[2,4'-bipyridin]-3'-yl)-3-(difluoromethyl)isoxazole-5-carboxamide FC1(CCC(CC1)C1=NC=CC(=C1NC(=O)C1=CC(=NO1)C(F)F)C1=NC=CC=C1F)F